tert-butyl (S)-2-((tert-butoxycarbonyl)amino)-3-(2-carbamoylimidazo[1,2-a]pyrazin-6-yl)propanoate C(C)(C)(C)OC(=O)N[C@H](C(=O)OC(C)(C)C)CC=1N=CC=2N(C1)C=C(N2)C(N)=O